OC[C@H]1N(CCC1)C1=NN2C(C(=N1)NC=1N=CN(C1)C=1C=C(C(=O)OC)C=C(C1)OC)=CC=C2 (S)-methyl 3-(4-((2-(2-(hydroxymethyl) pyrrolidin-1-yl) pyrrolo[2,1-f][1,2,4]triazin-4-yl) amino)-1H-imidazol-1-yl)-5-methoxybenzoate